C1(=CC=CC2=CC=CC=C12)C1(CC1)N1CCC(CC1)N(S(=O)(=O)C)CC(=O)NCC(NCC#C)=O 2-(N-(1-(1-(naphthalen-1-yl)cyclopropyl)piperidin-4-yl)methylsulfonamido)-N-(2-oxo-2-(prop-2-yn-1-ylamino)ethyl)acetamide